IC=C(CO)C 3-Iodo-2-methylprop-2-en-1-ol